FC1=C(OC=2C=3N(C=CN2)N=CC3)C=CC(=C1)[N+](=O)[O-] 4-(2-fluoro-4-nitro-phenoxy)pyrazolo[1,5-a]pyrazine